O=C1NC(CCC1N1C(C2=CC=CC(=C2C1=O)NCCOCCO)=O)=O 2-(2,6-dioxopiperidin-3-yl)-4-((2-(2-hydroxyethoxy)ethyl)amino)isoindoline-1,3-dione